BrC1=C(CNC2CC3=CC=CC=C3C2)C=CC(=C1)Cl N-(2-bromo-4-chlorobenzyl)-2,3-dihydro-1H-inden-2-amine